[Zn].COC=1C=C(C=C(C1OC)[Se]C)C(C)=O 1-(3,4-dimethoxy-5-(methylseleno)phenyl)ethanone zinc